The molecule is a sesquiterpenoid that is zerumbone substituted by a hydroxy group at position 5. Isolated from the rhizomes Zingiber zerumbet, it has been found to inhibit lipopolysaccharide-induced nitric oxide production. It has a role as a metabolite and an EC 1.14.13.39 (nitric oxide synthase) inhibitor. It is a cyclic ketone, a sesquiterpenoid and a secondary alcohol. It derives from a zerumbone. It derives from a hydride of a humulane. C/C/1=C\\CC(/C=C/C(=O)/C(=C/C(C1)O)/C)(C)C